COC1=C(C=C(C=N1)NC(C=C)=O)\C=C\C1COC(CC1)C(F)(F)F N-(6-methoxy-5-((E)-2-(6-(trifluoromethyl)tetrahydro-2H-pyran-3-yl)vinyl)pyridin-3-yl)acrylamide